7-chloro-1-phenyl-1,3-dihydro-2H-cyclopenta[b]Benzofuran-2,2-dicarboxylic acid diethyl ester C(C)OC(=O)C1(C(C2=C(OC3=C2C=C(C=C3)Cl)C1)C1=CC=CC=C1)C(=O)OCC